C(#N)C=1C=C(C(=NC1)[C@@H](C)NC(=O)C1(CC1)C=1C(NC2=CC=C(C(=C2C1)F)F)=O)F (R)-N-(1-(5-cyano-3-fluoropyridin-2-yl)ethyl)-1-(5,6-difluoro-2-oxo-1,2-dihydroquinolin-3-yl)cyclopropane-1-carboxamide